C(=O)C=1C(=CC2=C(OCO2)C1)C=1C=C2C(=NNC2=CC1)C(=O)NC1=CC=NC=C1 5-(6-formyl-benzo[d][1,3]dioxol-5-yl)-N-(pyridin-4-yl)-1H-indazole-3-carboxamide